3-(2,2-diphenyl-2-(tetradecanoyloxy)acetoxy)spiro[bicyclo[3.2.1]octane-8,1'-pyrrolidin]-8-ium chloride Silver(I) tetradecanoate C(CCCCCCCCCCCCC)(=O)[O-].[Ag+].[Cl-].C1(=CC=CC=C1)C(C(=O)OC1CC2CCC(C1)[N+]21CCCC1)(OC(CCCCCCCCCCCCC)=O)C1=CC=CC=C1